3-[6-(cyclopropanecarbonylamino)-3-pyridyl]-N-(4-fluoro-3-methoxy-phenyl)-N-methyl-benzimidazole-5-carboxamide C1(CC1)C(=O)NC1=CC=C(C=N1)N1C=NC2=C1C=C(C=C2)C(=O)N(C)C2=CC(=C(C=C2)F)OC